3-((2-(3-(6-((1s,3s)-3-aminocyclobutoxy)benzofuran-2-yl)propyl)benzofuran-5-yl)oxy)-N-methylcyclobutan-1-amine NC1CC(C1)OC1=CC2=C(C=C(O2)CCCC=2OC3=C(C2)C=C(C=C3)OC3CC(C3)NC)C=C1